5-ethoxypyridine-2-aldehyde C(C)OC=1C=CC(=NC1)C=O